tert-butyl 3-[4-(2-fluoropyrimidin-5-yl)-1-piperidyl]piperidine-1-carboxylate FC1=NC=C(C=N1)C1CCN(CC1)C1CN(CCC1)C(=O)OC(C)(C)C